NC1=C(C(=CC(=C1)C=1C=C(C=2N(C1)N=CN2)C)C)NC2CCN(CC2)C(=O)OC(C)(C)C tert-butyl 4-((2-amino-6-methyl-4-(8-methyl-[1,2,4]triazolo[1,5-a]pyridin-6-yl)phenyl)amino)piperidine-1-carboxylate